1-phenyl-4-(4'-chlorophenyl)-3-butyn-1-ol C1(=CC=CC=C1)C(CC#CC1=CC=C(C=C1)Cl)O